C1=NC(=C2C(=N1)N(C=N2)[C@H]3[C@H]4[C@@H]([C@H](O3)CO)OP(=O)(O4)[O-])N The molecule is an organophosphate oxoanion which is obtained from 2',3'-cyclic AMP by removal of a proton from the cyclic phosphate group. It has a role as a Saccharomyces cerevisiae metabolite. It is a conjugate base of a 2',3'-cyclic AMP.